C(C)OC(C(CP(=O)(C1=CC=CC=C1)OCC)C)=O 3-(ethoxyphenylphosphinyl)-2-methyl-propionic acid ethyl ester